S(=O)(=O)(OCCCCCCCCCCC(C)C)[O-].[Na+] sodium isotridecyl sulfate